phosphorus triazine sulfur [S].N1=NN=CC=C1.[P]